ethyl 3-amino-5-cyano-2-methyl-6-phenylisonicotinate NC1=C(C(=O)OCC)C(=C(N=C1C)C1=CC=CC=C1)C#N